NC1=NN2C(N=CC=C2)=C1C(=O)N[C@@H](C)C=1N(C(C2=C(C=CC=C2C1)Cl)=O)CCN1CCOCC1 (S)-2-amino-N-(1-(8-chloro-2-(2-morpholinoethyl)-1-oxo-1,2-dihydroisoquinolin-3-yl)ethyl)pyrazolo[1,5-a]pyrimidine-3-carboxamide